C(C)(C)(C)OC(=O)N1C(CNCC1)C1=CC(=C(C=C1)[N+](=O)[O-])F (3-fluoro-4-nitrophenyl)piperazine-1-carboxylic acid tert-butyl ester